1-iodotetrahydropyrrole-2,5-dione IN1C(CCC1=O)=O